(S) or (R)-N'-((2-ethyl-6,7-dihydro-5H-cyclopenta[b]pyridin-4-yl)carbamoyl)-2-(2-hydroxypropan-2-yl)thiazole-5-sulfonimidamide C(C)C1=CC(=C2C(=N1)CCC2)NC(=O)N=[S@@](=O)(N)C2=CN=C(S2)C(C)(C)O |o1:15|